(R)-1-(7-(8-ethyl-7-fluoro-3-(methoxymethoxy)naphthalen-1-yl)-8-fluoro-2-((1-(hydroxymethyl)cyclopropyl)methoxy)pyrido[4,3-d]pyrimidin-4-yl)-3-methylpiperidin-3-ol C(C)C=1C(=CC=C2C=C(C=C(C12)C1=C(C=2N=C(N=C(C2C=N1)N1C[C@@](CCC1)(O)C)OCC1(CC1)CO)F)OCOC)F